2-(2-(methyl(6-methyl-2-((4-(2-phenylacetamido)phenyl)amino)pyrimidin-4-yl)amino)ethoxy)ethyl 4-methylbenzenesulfonate CC1=CC=C(C=C1)S(=O)(=O)OCCOCCN(C1=NC(=NC(=C1)C)NC1=CC=C(C=C1)NC(CC1=CC=CC=C1)=O)C